CC1(CCC2(OCCO2)CC1)COCC(F)(F)F 8-Methyl-8-((2,2,2-trifluoroethoxy)methyl)-1,4-dioxaspiro[4.5]decane